methoxybenzoyl-coumarin COC1=C(C(OC2=CC=CC=C12)=O)C(C1=CC=CC=C1)=O